{4-[1-(3-Amino-5-trifluoromethyl-phenyl)-ethylamino]-1,3-dihydro-2,5,6,8a-tetraaza-as-indacen-2-yl}-bicyclo[1.1.1]pent-1-yl-methanone NC=1C=C(C=C(C1)C(F)(F)F)C(C)NC=1C=2CN(CC2N2C=CN=C2N1)C(=O)C12CC(C1)C2